4,4'-[spiro(xanthen-9,9'-fluorene)-2,6-Diylbis(oxycarbonyl)]bisaniline C1=CC=CC=2C3=CC=CC=C3C3(C12)C1=CC=C(C=C1OC=1C=CC(=CC13)OC(=O)C1=CC=C(N)C=C1)OC(=O)C1=CC=C(N)C=C1